COC1=CC=C(C=C1)C(O[C@H]1[C@H]([C@@H]2CC(C[C@H]1[N+]2(C)C)NC(CCC(=O)O)=O)OC(C)=O)(C2=CC=CC=C2)C2=CC=C(C=C2)OC |o1:10,11,12,16| N-[(rel-(1R,3-endo,5S,6S,7R)-7-(bis(4-methoxyphenyl)(phenyl)methoxy)-6-acetoxy-8,8-dimethyl-8-azoniabicyclo[3.2.1]octane-3-yl)]succinamic acid